(3-methoxyphenyl)-4-(1-methyl-1H-pyrazol-4-yl)-5,7-dihydro-6H-pyrrolo[3,4-d]pyridazine-6-carbonitrile COC=1C=C(C=CC1)C1=NN=C(C2=C1CN(C2)C#N)C=2C=NN(C2)C